C(C)OC(CC(C=1C=NC(=CC1)OC)C=1N(C(=CN1)Br)C)=O 3-(5-bromo-1-methyl-1H-imidazol-2-yl)-3-(6-methoxypyridin-3-yl)propionic acid ethyl ester